CC1=C(OC2=C(C=C(C=C2C1=O)C)[C@@H](C)OC1=C(C#N)C(=CC=C1)F)C1=CC=CC=C1 2-[(1R)-1-(3,6-Dimethyl-4-oxo-2-phenyl-chromen-8-yl)ethoxy]-6-fluoro-benzonitrile